tert-butyl ((2-formylquinolin-6-yl)methyl)(1-(oxetan-3-yl)piperidin-4-yl)carbamate C(=O)C1=NC2=CC=C(C=C2C=C1)CN(C(OC(C)(C)C)=O)C1CCN(CC1)C1COC1